FC1=CC(=C(C=C1C1=NC(=NC=C1)N1C[C@H](OCC1)C)NC(=O)C1=CNC(C=C1C(F)(F)F)=O)N1C[C@H](N([C@H](C1)C)C)C |r| N-[4-fluoro-5-[2-[rac-(2R)-2-methylmorpholin-4-yl]pyrimidin-4-yl]-2-[rac-(3R,5S)-3,4,5-trimethylpiperazin-1-yl]phenyl]-6-oxo-4-(trifluoromethyl)-1H-pyridine-3-carboxamide